ClC=1C=C(C(=NC1)OC=1C=C(C=2N(C1C)N=C(N2)C(=O)NC2(CS(C2)(=O)=O)C)F)OCC(F)(F)F 6-[[5-chloro-3-(2,2,2-trifluoroethoxy)-2-pyridyl]oxy]-8-fluoro-5-methyl-N-(3-methyl-1,1-dioxo-thietan-3-yl)-[1,2,4]triazolo[1,5-a]pyridine-2-carboxamide